CN(C1=C(C#N)C=CC=C1)C o-dimethylaminobenzonitrile